1-[hydroxy-[4-[2-[(2S)-2-methylazetidin-1-yl]-6,7-dihydro-5H-cyclopenta[d]pyrimidin-4-yl]phenyl]methyl]cyclopropanecarbonitrile OC(C1(CC1)C#N)C1=CC=C(C=C1)C=1C2=C(N=C(N1)N1[C@H](CC1)C)CCC2